N1=C(N=CC=C1)N1CCN(CC1)CCCCN1C(CC2(CCCC2)CC1=O)=O 8-[4-(4-pyrimidin-2-ylpiperazin-1-yl)butyl]-8-azaspiro[4.5]decane-7,9-dione